5-chloro-1'-[2-({2-oxo-1-[(1r,3s)-3-hydroxy-3-methylcyclobutyl]-1H,2H,3H,4H-pyrido[2,3-d]pyrimidin-6-yl}oxy)ethyl]-1,2-dihydrospiro[indole-3,4'-piperidin]-2-one ClC=1C=C2C(=CC1)NC(C21CCN(CC1)CCOC1=CC2=C(N(C(NC2)=O)C2CC(C2)(C)O)N=C1)=O